C(=O)(OCC1=CC=CC=C1)N[C@H](CO)CC1=CC=CC=C1 (S)-N-Cbz-2-amino-3-phenylpropanol